C(C)CC(CC(=O)[O-])=O.C(C)CC(CC(=O)[O-])=O.C(C)CC(CC(=O)[O-])=O.[Co+3] Cobalt tris(ethylacetoacetate)